N1=CC=C(C=C1)COC1=CC=CC(=N1)N1CCNCC1 1-(6-(pyridin-4-ylmethoxy)pyridin-2-yl)piperazine